BrC=1C=C2CN(C(C2=CC1)=O)C=1C(=NC(=CC1)OCC1=CC=CC=C1)OCC1=CC=CC=C1 5-bromo-2-(2,6-dibenzyloxy-3-pyridyl)isoindolin-1-one